5-acrylamido-1-(3-(trifluoro-methyl)benzyl)-1H-indole-3-carboxamide C(C=C)(=O)NC=1C=C2C(=CN(C2=CC1)CC1=CC(=CC=C1)C(F)(F)F)C(=O)N